cis-3-hexene-1,6-diol C(C\C=C/CCO)O